ClC(=O)OC#CC propynyl chloroformate